C(C1=CC=C(C(=O)[O-])C=C1)(=O)[O-].[Na+].[Na+] Di-sodium terephthalate